C1=CC=CC=2C3=CC=CC=C3C(C12)COC(=O)N[C@H](C(=O)N[C@@H](C(=O)O)C)C (2R)-2-[(2S)-2-[[(9H-fluoren-9-ylmethoxy)carbonyl]-amino]propanamido]propanoic acid